C1C(CC2=CC=CC=C12)NC(C1=NC(=CC(=C1)N=C(C1=CC=CC=C1)C1=CC=CC=C1)NC1=C(C=CC=C1)OC)=O N-(2,3-dihydro-1H-inden-2-yl)-4-((diphenylmethylene)amino)-6-((2-methoxyphenyl)-amino)picolinamide